CC/C=C/C(=O)OC(=O)/C=C/CC pentenoic anhydride